C1(CCC1)N1N=C(C(=C1NC(=O)C1CC(C1)(F)F)C)C1(CC(C1)(F)F)C N-(1-cyclobutyl-3-(3,3-difluoro-1-methylcyclobutyl)-4-methyl-1H-pyrazol-5-yl)-3,3-difluoro-cyclobutane-1-carboxamide